CO\N=C\1/NC2=C(C=C(C=C2C(N1CC=1C=NN(C1)C)=O)S(=O)(=O)NC1(CC1)C)C1=CC=C(C=C1)C(=O)C1(CC1)C (E)-2-(methoxyimino)-3-((1-methyl-1H-pyrazol-4-yl)methyl)-8-(4-(1-methylcyclopropane-1-carbonyl)phenyl)-N-(1-methylcyclopropyl)-4-oxo-1,2,3,4-tetrahydroquinazoline-6-sulfonamide